5-CYANO-2,4-DIMETHYL-1H-PYRROLE-3-CARBOXALDEHYDE C(#N)C1=C(C(=C(N1)C)C=O)C